(7-(2-(4-(6-fluorobenzothiophen-4-yl)piperazin-1-yl)ethyl)-2-oxo-3,4-dihydroquinolin-1(2H)-yl)-2-methylheptanoic acid methyl ester COC(C(CCCCC)(C)N1C(CCC2=CC=C(C=C12)CCN1CCN(CC1)C1=CC(=CC2=C1C=CS2)F)=O)=O